C1(=CC=CC=C1)NCCC[Si](OCC)(OCC)OCC 3-(N-phenylamino)propyl-triethoxysilane